CC1=C(C=CC=C1C)C1=C(C=C2C(=N1)C(=NN2CC2=CC=C(C=C2)OC)C=2C=NN(C2)C2CCN(CC2)C(=O)OC(C)(C)C)OC tert-Butyl 4-(4-(5-(2,3-dimethylphenyl)-6-methoxy-1-(4-methoxybenzyl)-1H-pyrazolo[4,3-b]pyridin-3-yl)-1H-pyrazol-1-yl)piperidine-1-carboxylate